C(C)(=O)NC=1C=C(C=C2C(N(C(C12)=O)[C@H](CS(=O)(=O)C)C1=CC(=C(C=C1)OC)OCC)=O)CCCCCCCC1CCN(CC1)C(=O)OC(C)(C)C (S)-tert-butyl 4-(7-(7-acetamido-2-(1-(3-ethoxy-4-methoxyphenyl)-2-(methylsulfonyl)ethyl)-1,3-dioxoisoindolin-5-yl)heptyl)piperidine-1-carboxylate